FC1=C2C(=CN=C1N1CC3(C1)CN(C3)C)NC(=C2C(C)C)C=2C=C(C=3N(C2)N=CN3)OC 6-(4-fluoro-3-isopropyl-5-(6-methyl-2,6-diazaspiro[3.3]hept-2-yl)-1H-pyrrolo[2,3-c]pyridin-2-yl)-8-methoxy-[1,2,4]triazolo[1,5-a]pyridine